tetraphenyl-1,2-diphosphinobenzene C1(=CC=CC=C1)C1=C(C(=C(C(=C1P)P)C1=CC=CC=C1)C1=CC=CC=C1)C1=CC=CC=C1